F[C@@H]1[C@@H](C1)NC(=O)C1=NC=C(N=C1)N1[C@@H](C2=C(CC1)NC=N2)C2=NN1C(C(=CC=C1)F)=C2 N-((1R,2S)-2-fluorocyclopropyl)-5-((S)-4-(4-fluoropyrazolo[1,5-a]pyridin-2-yl)-1,4,6,7-tetrahydro-5H-imidazo[4,5-c]pyridin-5-yl)pyrazine-2-carboxamide